C(C(=C)CC(=O)Br)(=O)Br itaconyl bromide